2-phenoxy-1-(4-(5-(trifluoromethyl)-1,2,4-oxadiazol-3-yl)phenyl)ethan-1-one O(C1=CC=CC=C1)CC(=O)C1=CC=C(C=C1)C1=NOC(=N1)C(F)(F)F